ethyl 1-(4-nitrophenyl)-5-amino-1H-pyrazole-4-carboxylate [N+](=O)([O-])C1=CC=C(C=C1)N1N=CC(=C1N)C(=O)OCC